C(C1CO1)OCC[Si](OCC)(OCC)OCC β-glycidoxyethyltriethoxysilane